3,4,5-tris(dodecyloxy)phenylacetonitrile C(CCCCCCCCCCC)OC=1C=C(C=C(C1OCCCCCCCCCCCC)OCCCCCCCCCCCC)CC#N